NC1=C(C=NN1C1=C(C=NC=C1Cl)Cl)C(=O)N1C[C@@]2(CCC1)C1=C(NC(O2)=O)C=CC(=C1F)Cl (R)-1'-(5-Amino-1-(3,5-dichloropyridin-4-yl)-1H-pyrazole-4-carbonyl)-6-chloro-5-fluorospiro[benzo[d][1,3]oxazine-4,3'-piperidin]-2(1H)-one